CC1(OB(OC1(C)C)C=1C=NC(=NC1)C(F)(F)F)C 5-(4,4,5,5-tetramethyl-1,3,2-dioxaborolan-2-yl)-2-(trifluoro-methyl)pyrimidine